BrC=1C=C(NC1)C(=O)NCC(O)C1=C(C=C(C=C1)OCOC)F 4-bromo-N-(2-(2-fluoro-4-(methoxymethoxy)phenyl)-2-hydroxyethyl)-1H-pyrrole-2-carboxamide